ClC=1C(=NC=C(N1)C(F)(F)F)N1[C@@H](CN(CC1)C(=O)OC(C)(C)C)CO t-butyl (S)-4-(3-chloro-5-(trifluoromethyl)pyrazin-2-yl)-3-(hydroxymethyl)piperazin-1-carboxylate